1,2,4,5,6,7,8,8-octachloro-2,3,3a,4,7,7a-hexahydro-4,7-methanoindene ClC1C(CC2C3(C(=C(C(C12)(C3(Cl)Cl)Cl)Cl)Cl)Cl)Cl